2-(L-alanyl)-7-methyl-N-(3,4,5-trifluorophenyl)-2,3,3a,4,10,10a-hexahydro-1H,7H-dipyrrolo[3,4-b:3',4'-f][1,4,5]oxathiazocine-8-carboxamide 5,5-dioxide N[C@@H](C)C(=O)N1CC2NS(C=3C(OCC2C1)=C(N(C3)C)C(=O)NC3=CC(=C(C(=C3)F)F)F)(=O)=O